FC1=C(C=CC=C1C[C@@H]1N(CC[C@@H]1NS(=O)(=O)C)C(=O)N(C)C)C1=CC=CC=C1 (2S,3S)-2-((2-fluorobiphenyl-3-yl)methyl)-N,N-dimethyl-3-((methylsulfonyl)amino)pyrrolidine-1-carboxamide